N-(4-(chlorodifluoromethoxy)phenyl)-4'-(2,4-dihydropyrazolo[3',4':3,4]cyclopenta[1,2-b]pyridin-7-yl)-2'-oxospiro[cyclohexane-1,3'-indoline]-6'-carboxamide ClC(OC1=CC=C(C=C1)NC(=O)C1=CC(=C2C3(C(NC2=C1)=O)CCCCC3)C=3C=C1C(=NC3)CC=3C1=NNC3)(F)F